C1(=CC=CC=C1)CS(=O)(=O)OC1=C(O[C@@](C1=O)([2H])C1=C(C=C(C=C1)Cl)Cl)N (S)-2-amino-5-(2,4-dichlorophenyl)-4-oxo-4,5-dihydrofuran-3-yl-5-d phenylmethanesulfonate